C(C)OC1=C(C=C(S1)Br)Br 5-ethoxy-2,4-dibromothiophene